CC1(OC2=C(C=C(C=C2CC1)OC(CCCCCCC\C=C/CCCCCCCC)O[Si](OCCCCCCN(CC#C)C)(C)C)C)CCCC(CCCC(CCCC(C)C)C)C (Z)-6-((((1-((2,8-dimethyl-2-(4,8,12-trimethyltridecyl)chroman-6-yl)oxy)octadec-9-en-1-yl)oxy)dimethylsilyl)oxy)-N-methyl-N-(prop-2-yn-1-yl)hexan-1-amine